C[C@@H]1CC2=C(C(=C(O2)C(=O)OCC)C(F)(F)F)C(C1)=O |r| ethyl (±)-6-methyl-4-oxo-3-(trifluoromethyl)-4,5,6,7-tetrahydro-1-benzofuran-2-carboxylate